1-(9-(3-chlorobenzyl)-1-methyl-β-carbolin-6-yl)-3-(4-fluorophenyl)thiourea ClC=1C=C(CN2C3=CC=C(C=C3C=3C=CN=C(C23)C)NC(=S)NC2=CC=C(C=C2)F)C=CC1